5S,12R,18R-trihydroxy-6Z,8E,10E,14Z,16E-eicosapentaenoic acid CC[C@H](/C=C/C=C\C[C@H](/C=C/C=C/C=C\[C@H](CCCC(=O)O)O)O)O